4-(4-hydroxyphenylethyl)-5'-methyl-2'-(prop-1-en-2-yl)-1',2',3',4'-tetrahydro-[1,1'-biphenyl]-2,6-diol OC1=CC=C(C=C1)CCC=1C=C(C(=C(C1)O)C1C(CCC(=C1)C)C(=C)C)O